tert-Butyl 4-((2-((4-cyano-2,5-difluorophenoxy)methyl)pyrimidin-4-yl)oxy)piperidine-1-carboxylate C(#N)C1=CC(=C(OCC2=NC=CC(=N2)OC2CCN(CC2)C(=O)OC(C)(C)C)C=C1F)F